NCC1CCN(CC1)C1=CC=C(C=C1)NC=1C=2N(C=CN1)C(=CN2)C2=C(C(=C(C=C2)OC)F)F N-[4-[4-(aminomethyl)-1-piperidinyl]phenyl]-3-(2,3-difluoro-4-methoxy-phenyl)imidazo[1,2-a]pyrazin-8-amine